C(C)C1=NC=2C(=NC(=CC2C)C)N1CC1=CC=C(C=C1)C=1C=C(C=CC1C(=O)NS(=O)(=O)C)C1=CC=CC=C1 4''-((2-Ethyl-5,7-dimethyl-3H-imidazo[4,5-b]pyridin-3-yl)methyl)-N-(methylsulfonyl)-[1,1':3',1''-terphenyl]-4'-carboxamide